hydroxy-6-(trifluoromethyl)[1,1'-biphenyl]-3-carboxylic acid OC1=C(C(=CC=C1C(=O)O)C(F)(F)F)C1=CC=CC=C1